BrC1=CC=2N(C=C1)N=CC2C(=O)N2CCN(CC2)C (5-bromopyrazolo[1,5-a]pyridin-3-yl)(4-methylpiperazin-1-yl)methanone